(R)-N-(5-(1-(5-(6-ethoxypyrazin-2-yl)thiazol-2-carbonyl)pyrrolidin-2-yl)pyridin-3-yl)cyclopropanesulfonamide C(C)OC1=CN=CC(=N1)C1=CN=C(S1)C(=O)N1[C@H](CCC1)C=1C=C(C=NC1)NS(=O)(=O)C1CC1